octadecyl-aminopropionic acid monosodium salt [Na+].C(CCCCCCCCCCCCCCCCC)C(C(=O)[O-])(C)N